OC1=CC=C(CC=CCC2=CC=C(C=C2)O)C=C1 1,2-bis(4-hydroxybenzyl)-ethylene